C(C)(C)(C)OC(=O)N([C@H](C(=O)O)CC1=CC(=CC=2OCCOC21)Cl)C (S)-2-((tert-butoxycarbonyl)(methyl)amino)-3-(7-chloro-2,3-dihydrobenzo[b][1,4]dioxin-5-yl)propanoic acid